C(C)(C)OC(=O)N1CCN(CC1)C1=NC=2N(C=C1)N=CC2C=2C(=NC=NC2)OC 4-(3-(4-methoxypyrimidin-5-yl)pyrazolo[1,5-a]pyrimidin-5-yl)piperazine-1-carboxylic acid isopropyl ester